N-[5-[5-chloro-2-(difluoromethoxy)phenyl]-1-[[2-(trimethylsilyl)ethoxy]methyl]-1H-pyrazol-4-yl]-5-[[2-(trimethylsilyl)ethoxy]methyl]-5H-pyrrolo[2,3-b]pyrazine-2-carboxamide ClC=1C=CC(=C(C1)C1=C(C=NN1COCC[Si](C)(C)C)NC(=O)C=1N=C2C(=NC1)N(C=C2)COCC[Si](C)(C)C)OC(F)F